tert-Butyl 6-[bis(tert-butoxycarbonyl)amino]indole-1-carboxylate C(C)(C)(C)OC(=O)N(C1=CC=C2C=CN(C2=C1)C(=O)OC(C)(C)C)C(=O)OC(C)(C)C